C(C)OC(=O)C1=NC(=NC(=C1)C1=CC=C(C=C1)C)C1=CC=C(C=C1)C 2,6-Di-p-tolylpyrimidine-4-carboxylic acid ethyl ester